BrC1=CC=CC=2SC(=C(C21)CC2CC2)C2=NN1C(C(=CC(=C1)C(=O)O)OC)=C2C 2-(4-Bromo-3-(cyclopropylmethyl)benzo[b]thiophen-2-yl)-4-methoxy-3-methylpyrazolo[1,5-a]pyridine-6-carboxylic acid